5-pentylsulfonic acid CCCCCS(=O)(=O)O